N1(N=NC2=C1N=CC=C2)OP(N(C)C)(N(C)C)N(C)C 7-aza-benzotriazol-1-yl-oxytris-(dimethylamino)phosphine